C12(CC3CC(CC(C1)C3)C2)CN2N=CC(=C2C)C2=C(C=3OC(CN(C3N=C2)C2=NC=C(N=C2)NC=2SC3=C(N2)C=CC=C3)(C)C)C(=O)OC methyl 7-(1-(adamantan-1-ylmethyl)-5-methyl-1H-pyrazol-4-yl)-4-(5-(benzo[d]thiazol-2-ylamino) pyrazin-2-yl)-2,2-dimethyl-3,4-dihydro-2H-pyrido[3,2-b][1,4]oxazine-8-carboxylate